(2S,3R,4R,5S)-4-[[3-(3,4-difluoro-2-isopropoxy-phenyl)-4,5-dimethyl-5-(trifluoromethyl)tetrahydrofuran-2-carbonyl]amino]pyridine-2-carboxamide FC=1C(=C(C=CC1F)[C@@H]1[C@H](O[C@@]([C@@H]1C)(C(F)(F)F)C)C(=O)NC1=CC(=NC=C1)C(=O)N)OC(C)C